C(C)(C)(C)C(/C=C/CNC([O-])=O)N (E)-(4-tert-Butyl-aminobut-2-en-1-yl)carbamate